C1(CCC1)NC=1C(=NC=CC1)N1CCN(CC1)[C@H]1CC2(CN(C2)C(=O)OCC)CC1 ethyl (6R)-6-[4-[3-(cyclobutylamino)-2-pyridyl]piperazin-1-yl]-2-azaspiro[3.4]-octane-2-carboxylate